4,5-bis(di-tertiary butyl-phosphino)-9,9-dimethylxanthene C(C)(C)(C)P(C1=CC=CC=2C(C3=CC=CC(=C3OC12)P(C(C)(C)C)C(C)(C)C)(C)C)C(C)(C)C